[Na].NCC aminoethane sodium